2-((3-(2,6-Dioxopiperidin-3-yl)-1-methyl-1H-indazol-7-yl)oxy)-N-(2-(p-tolyl-oxy)ethyl)acetamide O=C1NC(CCC1C1=NN(C2=C(C=CC=C12)OCC(=O)NCCOC1=CC=C(C=C1)C)C)=O